CN1C=NC=C1CC(C(=O)O)N The molecule is a methylhistidine in which the methyl group is located at N-3. It has a role as a human metabolite. It is a non-proteinogenic alpha-amino acid and a methylhistidine. It is a tautomer of a 3-methylhistidine zwitterion.